trimethylcyclopentadienal CC1=C(C(=C(C1)C=O)C)C